Di-linoleyl-methanol C(CCCCCCC\C=C/C\C=C/CCCCC)C(O)CCCCCCCC\C=C/C\C=C/CCCCC